O1OC=C1 dioxete